Benzyl-Amine C(C1=CC=CC=C1)N